1-fluoro-N-((6S,7S)-6-((2-fluoro-[1,1'-biphenyl]-3-yl)methyl)-5-(1-methoxy-cyclopropane-1-carbonyl)-5-azaspiro[2.4]heptan-7-yl)methanesulfonamide FCS(=O)(=O)N[C@@H]1[C@@H](N(CC12CC2)C(=O)C2(CC2)OC)CC=2C(=C(C=CC2)C2=CC=CC=C2)F